ClC(C(=O)N[C@H]([C@@H](C1=CC=C(C=C1)S(=O)(=O)C)O)CF)Cl 2,2-dichloro-N-[(1R,2R)-1-fluoromethyl-2-hydroxy-2-[4-(mesyl)phenyl]ethyl]acetamide